C1(=CC=CC=C1)N1C(=NC2=C1C=CC=C2)C2=C(C=CC=C2)C=2C(=CC(=CC2)C2=CC=CC=C2)C#N (1-phenyl-1H-benzo[d]imidazol-2-yl)-[1,1':4',1''-terphenyl]-2'-carbonitrile